2-({4-[(4-cyano-phenyl)(cyclopentyl)methyl]piperazin-1-yl}methyl)-4-{[2-(dimethylamino)ethyl](methyl)amino}benzonitrile C(#N)C1=CC=C(C=C1)C(N1CCN(CC1)CC1=C(C#N)C=CC(=C1)N(C)CCN(C)C)C1CCCC1